ClC1=CC=C(S1)CNC1=CC(=NN1C(=O)C1=CSC=C1)C1CCN(CC1)C(C(C)(C)C)=O 1-[4-(5-{[(5-chlorothiophen-2-yl)methyl]amino}-1-(thiophene-3-carbonyl)-1H-pyrazol-3-yl)piperidin-1-yl]-2,2-dimethylpropan-1-one